C12(CC(C1)(C2)COCCN2C(C=CC2=O)=O)COCCN2C(C=CC2=O)=O 1,1'-(((bicyclo[1.1.1]pentane-1,3-diylbis(methylene))bis(oxy))bis(ethane-2,1-diyl))bis(1H-pyrrole-2,5-dione)